(1,2-Difluoroethen-1-yl)(tributyl)phosphonium tetrafluoroborate F[B-](F)(F)F.FC(=CF)[P+](CCCC)(CCCC)CCCC